BrC1=CC=C(C=C1)C=1N=C(SC1)N1N=C(C2=C1OC(=CC2=O)C)C 1-(4-(4-bromophenyl)thiazole-2-yl)-3,6-dimethylpyrano[2,3-c]pyrazol-4-one